6-(oxetan-3-ylmethoxy)pyridin-3-amine O1CC(C1)COC1=CC=C(C=N1)N